C(C)(C)N(C1=CC2=C(C(=N1)CNC)CNC2=O)C 6-(isopropyl(methyl)amino)-4-((methylamino)methyl)-2,3-dihydro-1H-pyrrolo[3,4-c]pyridin-1-one